N-(6-chloro-4-(propan-2-yl)-1,5-naphthyridin-3-yl)-N'-(2-methyl-5-(trifluoromethyl)pyridin-3-yl)urea ClC=1N=C2C(=C(C=NC2=CC1)NC(=O)NC=1C(=NC=C(C1)C(F)(F)F)C)C(C)C